C(#N)C(C(=O)N1[C@@](CCC1)(C)COC(=O)N[C@@H](CC1=CC=CC=C1)B(O)O)=CC(C)(C)N1CC(CC1)(F)F (R)-1-((((R)-1-(2-cyano-4-(3,3-difluoropyrrolidin-1-yl)-4-methylpent-2-enoyl)-2-methylpyrrolidin-2-yl)methoxy)carbonylamino)-2-phenylethylboronic acid